COC1=C(C=C(C=C1)C1CC2(C1)CCN(CC2)C(=O)OCCCC)C(F)(F)F 7-butyl 2-(4-methoxy-3-(trifluoromethyl)phenyl)-7-azaspiro[3.5]nonane-7-carboxylate